5-Fluoro-6-(2-methoxyethoxy)-3-(3-{4-[4-(oxetan-4-yl)piperazine-1-carbonyl]phenyl}-1,2-oxazol-5-yl)-1H-indazole FC=1C=C2C(=NNC2=CC1OCCOC)C1=CC(=NO1)C1=CC=C(C=C1)C(=O)N1CCN(CC1)C1CCO1